3-bromo-5-cyanomethyl-2-(2-hydroxypropan-2-yl)benzonitrile BrC=1C(=C(C#N)C=C(C1)CC#N)C(C)(C)O